CCC(CCCCCCCCCCCCCCCCC)C1=NOC(N1)=O 3-(icosan-3-yl)-1,2,4-oxadiazol-5(4H)-one